O1COC2=C1C=CC(=C2)N(C(C2=CC(=CC=C2)N2N=C(C=C2C(F)(F)F)C2=NC=CC=C2)=O)C N-(1,3-benzodioxol-5-yl)-N-methyl-3-[3-(2-pyridyl)-5-(trifluoromethyl)pyrazol-1-yl]benzamide